O(N=C=O)N=C=O ketodiisocyanate